C1(CCCC1)CN1C(=NC=2N(C(N(C(C12)=O)CC#C)=O)CCCCP(O)(O)=O)CCC1=CC=C(C=C1)C(F)(F)F (4-(7-(cyclopentylmethyl)-2,6-dioxo-1-(prop-2-yn-1-yl)-8-(4-(trifluoromethyl)phenethyl)-1,2,6,7-tetrahydro-3H-purin-3-yl)butyl)phosphonic acid